C(C)OC(=O)C1=CC(=CN1C)C(C(=O)O)=O 2-(5-(ethoxycarbonyl)-1-methyl-1H-pyrrol-3-yl)-2-oxoacetic acid